Potassium (E)-N-butyldithiocarbamate C(CCC)NC([S-])=S.[K+]